FC=1C=CC=2N(C1)C(=CN2)C(=O)OCC ethyl 6-fluoroimidazo[1,2-a]pyridine-3-carboxylate